[Si](C1=CC=CC=C1)(C1=CC=CC=C1)(C(C)(C)C)OCC12CC(CN2CCC12CC2)=C 7a'-(((tert-Butyldiphenylsilyl)oxy)methyl)-6'-methylenehexahydrospiro[cyclopropane-1,1'-pyrrolizine]